6-(4-(6-isopropyl-5-(8-methoxy-[1,2,4]triazolo[1,5-a]pyridin-6-yl)-4H-pyrrolo[3,2-d]thiazol-2-yl)cyclohexyl)-2-oxa-6-azaspiro[3.3]heptane C(C)(C)C1=C(NC2=C1N=C(S2)C2CCC(CC2)N2CC1(COC1)C2)C=2C=C(C=1N(C2)N=CN1)OC